C1(CC1)C(=O)C1=NC=CC(=N1)COC1=CC=C(C=C1)C(C)(C)C1=CC=C(O[C@@H]2C[C@H](C2)NC=2C=C3C(N(C(C3=CC2)=O)C2C(NC(CC2)=O)=O)=O)C=C1 5-(((trans)-3-(4-(2-(4-((2-(cyclopropanecarbonyl)pyrimidin-4-yl)methoxy)phenyl)propan-2-yl)phenoxy)cyclobutyl)amino)-2-(2,6-dioxopiperidin-3-yl)isoindolin-1,3-dione